CN1CC(C1)(C)[C@@](C=1C=C(C=NC1)C1=NOC(=N1)[C@@](C(F)(F)F)(C)O)(C1=CC=C(C=C1)C(C)C)O (R)-2-(3-{5-[(R)-(1,3-Dimethyl-azetidin-3-yl)-hydroxy-(4-isopropyl-phenyl)-methyl]-pyridin-3-yl}-[1,2,4]oxadiazol-5-yl)-1,1,1-trifluoro-propan-2-ol